7-(4-amino-2-propyl-1H-imidazo[4,5-c]quinolin-1-yl)-2-methylheptan-2-ol NC1=NC=2C=CC=CC2C2=C1N=C(N2CCCCCC(C)(O)C)CCC